C(C1=CC=CC=C1)NC=1C=NN(C1)C N-benzyl-1-methyl-1H-pyrazole-4-amine